BrC1=C(C=2N(C3=CC=CC=C3C2C=C1)C=C)Br dibromo-N-vinyl-carbazole